cis-2-(3-(1-hydroxy-1-(4-methyl-4H-1,2,4-triazol-3-yl)propan-2-yl)phenyl)-4-(trifluoromethyl)isoindolin-1-one OC(C(C)C=1C=C(C=CC1)N1C(C2=CC=CC(=C2C1)C(F)(F)F)=O)C1=NN=CN1C